FC(C=1C=C(OC2=NC=C(C=N2)C2=CN=CC(=N2)NC2CN(C2)C(C=C)=O)C=CC1)(F)F 1-[3-[[6-[2-[3-(trifluoromethyl)phenoxy]pyrimidin-5-yl]pyrazin-2-yl]amino]azetidin-1-yl]prop-2-en-1-one